CC=1SC(=CN1)C=1C=C(C=2N(C1)N=CC2)C=2C=NC(=CC2)N2CCNCC2 6-(2-methylthiazol-5-yl)-4-(6-(piperazin-1-yl)pyridin-3-yl)pyrazolo[1,5-a]Pyridine